3-(3-Cyano-4-fluorophenyl)-1-(8,9-difluoro-3-(2-hydroxyethyl)-6-oxo-1,2,3,4,5,6-hexahydrobenzo[c][1,7]naphthyridin-1-yl)-1-methylurea C(#N)C=1C=C(C=CC1F)NC(N(C)C1C=2C3=C(C(NC2CN(C1)CCO)=O)C=C(C(=C3)F)F)=O